5-isopropyl-3-(trifluoromethyl)pyridin C(C)(C)C=1C=C(C=NC1)C(F)(F)F